4-(4-(3,8-diazabicyclo[3.2.1]octan-3-yl)-8-fluoro-2-((1-methyl-2-oxabicyclo[2.1.1]hexan-4-yl)methoxy)quinazolin-7-yl)naphthalen-2-ol C12CN(CC(CC1)N2)C2=NC(=NC1=C(C(=CC=C21)C2=CC(=CC1=CC=CC=C21)O)F)OCC21COC(C2)(C1)C